Pentafluoro-(2-isopropoxy-2-phenylpropyl)-λ6-sulfan FS(CC(C)(C1=CC=CC=C1)OC(C)C)(F)(F)(F)F